C[C@@H]1CN(C[C@@H](O1)C)C(=O)C=1C2=C(N(N1)CC(=O)N1CCC(CC1)C1=C(C=C(C=C1)C(F)(F)F)C)CCC2 2-{3-[(2R,6S)-2,6-dimethylmorpholine-4-carbonyl]-5,6-dihydrocyclopenta[c]pyrazol-1(4H)-yl}-1-{4-[2-methyl-4-(trifluoromethyl)phenyl]piperidin-1-yl}ethan-1-one